5-Bromo-7-iodo-N-methoxy-N-methyl-2,3-dihydro-[1,4]dioxino[2,3-c]pyridine-2-carboxamide BrC1=NC(=CC2=C1OCC(O2)C(=O)N(C)OC)I